C(C)(C)(C)OC(=O)N1CCC(CC1)NC1=NC=C(C=C1[N+](=O)[O-])C 4-((5-methyl-3-nitropyridin-2-yl)amino)piperidine-1-carboxylic acid tert-butyl ester